tert-butyl 3-(3-(6-(imidazo[1,2-a]pyridine-3-carbonyl)-4,5,6,7-tetrahydrothieno[2,3-c]pyridine-3-carboxamido)-5-(trifluoromethyl)phenoxy)pyrrolidine-1-carboxylate N=1C=C(N2C1C=CC=C2)C(=O)N2CC1=C(CC2)C(=CS1)C(=O)NC=1C=C(OC2CN(CC2)C(=O)OC(C)(C)C)C=C(C1)C(F)(F)F